(S,E)-7-(Dimethylamino)-1-((1-((6-fluoro-7-isopropoxy-1H-pyrrolo[3,2-b]pyridin-2-yl)methyl)-2-oxo-1,2-dihydropyridin-3-yl)amino)-1,7-dioxohept-5-en-2-yl-dimethylcarbamat CN(C(/C=C/CC[C@H](C(=O)NC=1C(N(C=CC1)CC1=CC2=NC=C(C(=C2N1)OC(C)C)F)=O)CN(C([O-])=O)C)=O)C